7-[5-(7-methyl-spiro[2H-benzofuran-3,1'-cyclopropan]-4-yl)oxy-pyrazin-2-yl]-5,7-diazaspiro[3.4]octane-6,8-dione CC1=CC=C(C2=C1OCC21CC1)OC=1N=CC(=NC1)N1C(NC2(CCC2)C1=O)=O